tert-Butyl (S)-2-((((9H-fluoren-9-yl)methoxy)carbonyl)amino)-4,4-difluorobutanoate C1=CC=CC=2C3=CC=CC=C3C(C12)COC(=O)N[C@H](C(=O)OC(C)(C)C)CC(F)F